N-(t-butoxycarbonyl)diethanolamine (2R,3S,4S)-4-hydroxy-2-[(4-methoxyphenyl)methyl]pyrrolidin-3-yl-N-{2-[(2S)-1-benzyl-4-(oxolan-2-ylmethyl)piperazin-2-yl]ethyl}carbamate O[C@@H]1[C@H]([C@H](NC1)CC1=CC=C(C=C1)OC)N(C(O)=O)CC[C@@H]1N(CCN(C1)CC1OCCC1)CC1=CC=CC=C1.C(C)(C)(C)OC(=O)N(CCO)CCO